N-(4-(2-chlorophenyl)thiazol-2-yl)-5-((1-methylpiperidin-4-yl)oxy)picolinamide methyl-4-(o-tolyl)-1H-1,2,3-triazole-5-carboxylate COC(=O)C1=C(N=NN1)C1=C(C=CC=C1)C.ClC1=C(C=CC=C1)C=1N=C(SC1)NC(C1=NC=C(C=C1)OC1CCN(CC1)C)=O